ClC=1C(=NC(=NC1)N1CCN(CC1)C(=O)[C@@H]1N(CCC1)C(=O)OC(C)(C)C)N[C@H](C)C1=C(C=C(C=C1)Cl)Cl tert-butyl (R)-2-(4-(5-chloro-4-(((R)-1-(2,4-dichlorophenyl)ethyl)amino)pyrimidin-2-yl)piperazine-1-carbonyl)pyrrolidine-1-carboxylate